CCCCC/C=C\\C=C\\[C@@H](CCCCCCCC(=O)[O-])O The molecule is a hydroxy fatty acid anion obtained by deprotonation of the carboxy group of 9(R)-HODE; major species at pH 7.3. It is a hydroxy fatty acid anion, a polyunsaturated fatty acid anion, an octadecanoid anion and a HODE(1-). It is a conjugate base of a 9(R)-HODE. It is an enantiomer of a 9(S)-HODE(1-).